C1(CCC1)S(=O)(=O)C=1C2=C(N=C(N1)OC[C@]13CCCN3C[C@@H](C1)F)C(=C(N=C2)C2=CC(=CC1=CC=C(C(=C21)C#C)F)O)F 4-[4-(cyclobutanesulfonyl)-8-fluoro-2-{[(2R,7aS)-2-fluorotetrahydro-1H-pyrrolizin-7a(5H)-yl]methoxy}pyrido[4,3-d]pyrimidin-7-yl]-5-ethynyl-6-fluoronaphthalen-2-ol